(3aR,7aS)-2-(6-vinylquinazolin-2-yl)octahydro-1H-4,7-epoxyisoindole C(=C)C=1C=C2C=NC(=NC2=CC1)N1C[C@H]2C3CCC([C@H]2C1)O3